5-(2-cyclopropyl-3-propylbenzimidazol-5-yl)-3-ethyl-1-methylpyridin-2-one C1(CC1)C=1N(C2=C(N1)C=CC(=C2)C=2C=C(C(N(C2)C)=O)CC)CCC